[N+](=O)([O-])C1=C(N)C=CC=C1N1CCC2(COC2)CC1 2-nitro-3-(2-oxa-7-azaspiro[3.5]nonan-7-yl)aniline